(1R,2S,5S)-3-(2-(3-acetyl-5-(2-(1-hydroxyethyl)pyrimidin-5-yl)-7-methyl-1H-indazol-1-yl)acetyl)-N-(6-bromo-3-methylpyridin-2-yl)-3-azabicyclo[3.1.0]hexane-2-carboxamide C(C)(=O)C1=NN(C2=C(C=C(C=C12)C=1C=NC(=NC1)C(C)O)C)CC(=O)N1[C@@H]([C@@H]2C[C@@H]2C1)C(=O)NC1=NC(=CC=C1C)Br